hexasilanol nickel-sodium salt [Na].[Ni].[SiH2]([SiH2][SiH2][SiH2][SiH2][SiH3])O